2-(3-(1H-pyrazol-1-yl)phenyl)-9-ethyl-6,8-bis(pyridin-4-yl)-9H-purine N1(N=CC=C1)C=1C=C(C=CC1)C1=NC(=C2N=C(N(C2=N1)CC)C1=CC=NC=C1)C1=CC=NC=C1